S1SSC(CC1)CCCCC(=O)O 1,2,3-trithiane-4-pentanoic acid